P(=O)(OCCOC)([O-])[O-] mono-2-methoxyethyl phosphate